6-(3-Cyclopropoxy-2-methylphenyl)-5,7-dimethyl-2-(5-methylpyrimidin-2-yl)-2,6-dihydro-1H-pyrrolo[3,4-d]pyridazin-1-one C1(CC1)OC=1C(=C(C=CC1)N1C(=C2C(N(N=CC2=C1C)C1=NC=C(C=N1)C)=O)C)C